C1(CC1)C(=O)[O-] cyclopropaneAt